NCCC(=O)N1CCN(CC1)C1=CC=C(C=N1)C#N 6-[4-(3-aminopropionyl)piperazin-1-yl]pyridine-3-carbonitrile